COCCOCCOCCOCCOCC 2,5,8,11,14-pentaoxahexadecane